ClC1=CC(=C(OCC=2C=NC=C(C#N)C2)C=C1OCC=1C(=C(C=CC1)C1=C(C(=CC=C1)C1=CC=C(C=C1)CNCC=1C=NC=C(C1)C#N)C)C)C=O 5-((4-chloro-5-((4''-((((5-cyanopyridin-3-yl)methyl)amino)methyl)-2,2'-dimethyl-[1,1':3',1''-terphenyl]-3-yl)methoxy)-2-formylphenoxy)methyl)nicotinonitrile